Cl.FC1=C(C=CC(=C1)F)CC1=CC2=C(C=N1)C(CN2C(CN2[C@H](CN[C@@H](C2)C)COC)=O)(C)C 1-{6-[(2,4-Difluorophenyl)methyl]-3,3-dimethyl-1H,2H,3H-pyrrolo[3,2-c]pyridin-1-yl}-2-[(2R,5R)-2-(methoxymethyl)-5-methylpiperazin-1-yl]ethan-1-one, hydrochloride salt